FC(C(=O)O)(F)F.C(N)(=N)N1CCC(=CC1)C=1C=C(SC1)C(=O)NC1=CC(=C(C=C1)C=1CCN(CC1)C(N)=N)F 4-(1-carbamimidoyl-1,2,3,6-tetrahydropyridin-4-yl)-N-[4-(1-carbamimidoyl-1,2,3,6-tetrahydropyridin-4-yl)-3-fluorophenyl]thiophene-2-carboxamide trifluoroacetate